8-chloro-N-(3,3-difluorocyclobutyl)-7,9-dimethyl-pyrido[3',2':4,5]thieno[3,2-d]pyrimidin-4-amine ClC1=C(C2=C(SC3=C2N=CN=C3NC3CC(C3)(F)F)N=C1C)C